COC(=O)C=1C=C(C=C2C=NNC12)Cl 5-chloro-1H-indazole-7-carboxylic acid methyl ester